6-((4-(6-(5-((R)-2-(2,4-difluorophenyl)pyrrolidin-1-yl)pyrazolo[1,5-a]pyrimidin-3-yl)pyridin-2-yl)piperazin-1-yl)methyl)-2-(2,6-dioxopiperidin-3-yl)-4-fluoroisoindoline-1,3-dione FC1=C(C=CC(=C1)F)[C@@H]1N(CCC1)C1=NC=2N(C=C1)N=CC2C2=CC=CC(=N2)N2CCN(CC2)CC2=CC(=C1C(N(C(C1=C2)=O)C2C(NC(CC2)=O)=O)=O)F